N(α)-methyl-tryptophan 2-(Trimethylsilyl)ethyl-(3-{[(R)-[1-benzyl-4-(2,5-difluorophenyl)-1H-pyrrol-2-yl](cyclohexyl)methyl]amino}propyl)carbamat C[Si](CCN(C(O)=O)CCCN[C@H](C1CCCCC1)C=1N(C=C(C1)C1=C(C=CC(=C1)F)F)CC1=CC=CC=C1)(C)C.CN[C@@H](CC1=CNC2=CC=CC=C12)C(=O)O